N-((4-(7-BROMO-6-FLUOROQUINAZOLIN-4-YL)MORPHOLIN-2-YL)METHYL)METHANESULFONAMIDE BrC1=C(C=C2C(=NC=NC2=C1)N1CC(OCC1)CNS(=O)(=O)C)F